ethyl 2-methyl-3-(4-(trifluoromethyl)phenyl)propanoate CC(C(=O)OCC)CC1=CC=C(C=C1)C(F)(F)F